BrC1(CC=C(C=C1)Br)CC 1,4-dibromophenylethane